N-benzyl-exo-norbornene-2,3-dicarboximide C(C1=CC=CC=C1)N1C(=O)C=2C3CCC(C2C1=O)C3